2-(bromoethyl)naphthalene BrCCC1=CC2=CC=CC=C2C=C1